ClC1=C(C=C(C=2C(CCCC12)=O)NC(C)=O)F N-(4-chloro-3-fluoro-8-oxo-5,6,7,8-tetrahydronaphthalene-1-yl)acetamide